ClC=1C=C(C=CC1F)NC(=O)C1=C(N=CN1C)[C@H]1C[C@H]2C[C@H]([C@H]2C1)O N-(3-chloro-4-fluorophenyl)-4-((1S,3S,5S,6R)-6-hydroxybicyclo[3.2.0]heptan-3-yl)-1-methyl-1H-imidazole-5-carboxamide